6-(4-(aminomethyl)-4-methylpiperidin-1-yl)-3-((3,4-dihydro-2H-benzo[b][1,4]oxazin-6-yl)thio)pyrazin-2-amine NCC1(CCN(CC1)C1=CN=C(C(=N1)N)SC1=CC2=C(OCCN2)C=C1)C